(pyrrolidin-3-yl)-4-(trifluoromethyl)pyridine hydrochloride Cl.N1CC(CC1)C1=NC=CC(=C1)C(F)(F)F